C(=C)N1C(OC=CC1)=O N-vinyl-1,3-oxazine-2-On